CC(CC)CCCCCCCCCCCCCCCCCC 3-Methylheneicosane